Bis(methylcyclopentadienyl)bis(ethylmethylamino)hafnium CC1(C=CC=C1)[Hf](N(CC)C)(N(C)CC)C1(C=CC=C1)C